9-Butyl-N-((1R,2S)-2-(3,4-difluorophenyl)cyclopropyl)-2-(propylsulfanyl)-9H-purin-6-amine C(CCC)N1C2=NC(=NC(=C2N=C1)N[C@H]1[C@@H](C1)C1=CC(=C(C=C1)F)F)SCCC